ethyl 4-(1-((benzyloxy)methyl)-2-oxabicyclo[2.2.2]octan-4-yl)-2,4-dioxobutanoate C(C1=CC=CC=C1)OCC12OCC(CC1)(CC2)C(CC(C(=O)OCC)=O)=O